C(C1=CC=CC=C1)N1N=NC(=C1)C1=CC=C(C=C1)C(C)(C)C 1-benzyl-4-(4-(tert-butyl)phenyl)-1H-1,2,3-triazole